FC(C(C(OCCC[SiH2]C)(F)F)(F)F)CC(F)(F)F octafluoropentanoxypropyl-methylsilane